N-(4-(5-(6-(4,4-difluoropiperidin-1-yl)pyridin-2-yl)-1H-1,2,4-triazol-3-yl)-3-(6-azaspiro[2.5]oct-6-yl)phenyl)methanesulfonamide FC1(CCN(CC1)C1=CC=CC(=N1)C1=NC(=NN1)C1=C(C=C(C=C1)NS(=O)(=O)C)N1CCC2(CC2)CC1)F